CN(C)CC=1N=C(N(C1)C=1C=CC=2N(C1)C(=CN2)C(=O)N)C2=NC(=CC=C2)C 6-(4-((dimethylamino)methyl)-2-(6-methylpyridin-2-yl)-1H-imidazol-1-yl)imidazo[1,2-a]pyridine-3-Carboxamide